3-(2-aminopyrimidin-4-yl)-5-chloro-1H-indol-2-ol NC1=NC=CC(=N1)C1=C(NC2=CC=C(C=C12)Cl)O